C1(CCCCC1)C=CC(C=CC1CCCCC1)=O 1,5-dicyclohexyl-1,4-pentadiene-3-one